N1=CC(=CC=C1)C1=NC=NC2=CC=CC=C12 (E)-4-(3-pyridinyl)quinazoline